C(C1=CC=CC=C1)P(C1=CC=CC=C1)C1=C(C2=CC=CC=C2C=C1)C1=C(C=CC2=CC=CC=C12)P(C1=CC=CC=C1)CC1=CC=CC=C1 benzyl-[1-[2-[benzyl-(phenyl)phosphino]-1-naphthyl]-2-naphthyl]Phenyl-phosphine